C(C)(C)(C)C=1C=CC=2N(C3=CC=C(C=C3C2C1)C(C)(C)C)C=1C=CC=2N(C3=CC=C(C=C3C2C1)N1C2=CC=C(C=C2C=2C=C(C=CC12)C(C)(C)C)C(C)(C)C)C=1C=CC2=C(C3=C(C4=NC5=C6C(=C7C(=C5N=C24)C=CC=N7)N=CC=C6)C=CC(=C3)N3C6=CC=C(C=C6C=6C=C(C=CC36)N3C6=CC=C(C=C6C=6C=C(C=CC36)C(C)(C)C)C(C)(C)C)N3C6=CC=C(C=C6C=6C=C(C=CC36)C(C)(C)C)C(C)(C)C)C1 12,15-bis(3,3'',6,6''-tetra-tert-butyl-9'H-[9,3':6',9''-tercarbazol]-9'-yl)dibenzo[a,c]dipyrido[3,2-h:2',3'-j]phenazine